2-bromo-5-ethyl-4H-[1,2,4]triazolo[1,5-a]pyrimidin-7-one BrC1=NN2C(NC(=CC2=O)CC)=N1